3-chloro-N-[(1S)-1-(2,5-difluorophenyl)ethyl]-6-[6-(dimethylphosphoryl)pyridin-3-yl]-7-fluoro-2-methyl-1,5-naphthyridin-4-amine ClC=1C(=NC2=CC(=C(N=C2C1N[C@@H](C)C1=C(C=CC(=C1)F)F)C=1C=NC(=CC1)P(=O)(C)C)F)C